N-(cis-4-ethoxycyclohexyl)-5-(1-isopropyl-2-methyl-1H-imidazo[4,5-b]pyridin-6-yl)pyrrolo[2,1-f][1,2,4]triazin-2-amine C(C)O[C@H]1CC[C@H](CC1)NC1=NN2C(C=N1)=C(C=C2)C=2C=C1C(=NC2)N=C(N1C(C)C)C